FCC=1C(=NC(=CC1)C(F)(F)F)C1=CC=C(C=C1)CN1C(CCC1)=O 1-[[4-[3-(fluoromethyl)-6-(trifluoromethyl)-2-pyridinyl]phenyl]methyl]pyrrolidin-2-one